3-(1-methyl-1H-pyrazol-4-yl)-1,2-oxazole-5-carboxylic acid CN1N=CC(=C1)C1=NOC(=C1)C(=O)O